N[C@H](C(=O)N[C@H](C(=O)O)CC1=CC(=C(C=C1)O)O)CC1=CC=C(C=C1)OP(=O)(O)O (2S)-2-[[(2S)-2-amino-3-(4-phosphonooxyphenyl)propionyl]amino]-3-(3,4-dihydroxyphenyl)propanoic acid